ClC1=C(C=CC=C1)CN1N=C(C=C1C=1C=CC2=C(N(C=N2)C)C1)COC(C(=O)OC)(C)C Methyl 2-([1-[(2-chlorophenyl)methyl]-5-(1-methyl-1H-1,3-benzodiazol-6-yl)-1H-pyrazol-3-yl]methoxy)-2-methylpropanoate